ClC=1C=2N(C=CC1SC=1N=C(C(=NC1C)N1CCC3([C@@H]([C@@H](OC3)C)NC(OC(C)(C)C)=O)CC1)CO)C=C(N2)C2=NC=CC=C2 tert-butyl ((3S,4S)-8-(5-((8-chloro-2-(pyridin-2-yl)imidazo[1,2-a]pyridin-7-yl)thio)-3-(hydroxymethyl)-6-methylpyrazin-2-yl)-3-methyl-2-oxa-8-azaspiro[4.5]decan-4-yl)carbamate